FC([C@@]12N(C=3C(=NN=C(C3)C3=C(C(=CC=C3)F)OC)NC1)C[C@@H](C2)OC=2N=C(C(=NC2C)C=O)C)F 5-(((6aS,8R)-6a-(difluoromethyl)-2-(3-fluoro-2-methoxyphenyl)-5,6,6a,7,8,9-hexahydropyrrolo[1',2':4,5]pyrazino[2,3-c]pyridazin-8-yl)oxy)-3,6-dimethylpyrazine-2-carbaldehyde